2-aminocinnamic acid NC1=C(C=CC(=O)O)C=CC=C1